6-(benzylsulfonyl)-2-(piperazin-1-yl)-5,6,7,8-tetrahydro-1,6-naphthyridine C(C1=CC=CC=C1)S(=O)(=O)N1CC=2C=CC(=NC2CC1)N1CCNCC1